(3r,4r)-4-fluoro-1-(1-((5-fluoropyrimidin-2-yl)methyl)-1H-benzo[d]imidazol-2-yl)piperidin-3-amine F[C@H]1[C@@H](CN(CC1)C1=NC2=C(N1CC1=NC=C(C=N1)F)C=CC=C2)N